C1(CC1)COC1=CC=2N(C=C1)N=CC2C2=NC(=CC=C2)C2CNCCC2 5-(cyclopropylmethoxy)-3-[6-(3-piperidyl)-2-pyridyl]pyrazolo[1,5-a]pyridine